C(C1=CC=CC=C1)C=1NC(=NN1)C(=O)NC1CC2(C3=C(N(C1=O)C)N=CC=C3)CC2 5-benzyl-N-(9'-methyl-8'-oxo-6',7',8',9'-tetrahydrospiro[cyclopropane-1,5'-pyrido[2,3-b]azepine]-7'-yl)-4H-1,2,4-triazole-3-carboxamide